C(C)(=O)OCCCCCCCC=CCCC dodec-8-en-1-yl acetate